2-amino-4-chloro-N-(2-fluorobenzyl)-N-(2-propynyloxy)thiazole-5-carboxamide NC=1SC(=C(N1)Cl)C(=O)N(OCC#C)CC1=C(C=CC=C1)F